N1N=NC2=CC=CC=C12 triazainden